BrCCO[Si](C)(C)C(C)(C)C 2-bromoethoxy-tert-butyl-dimethylsilane